C(C)(C)(C)OC(NC1CCN(CC1)S(=O)(=O)C1=CC(=CC=C1)C1CCN(CC1)CC1CCNCC1)=O (1-((3-(1-(piperidin-4-ylmethyl)piperidin-4-yl)phenyl)sulfonyl)piperidin-4-yl)-carbamic acid tert-butyl ester